CC1(CC=2C(=CSC2)CC1)NC(OC(C)(C)C)=O tert-butyl N-(5-methyl-6,7-dihydro-4H-2-benzothiophen-5-yl)carbamate